2-(piperidin-2-yl)-5-(p-tolyl)oxazol N1C(CCCC1)C=1OC(=CN1)C1=CC=C(C=C1)C